(E)-1-(4-((2,6-difluorophenyl)sulfonyl)piperazin-1-yl)-3-(4-hydroxy-3-methoxyphenyl)prop-2-en-1-one FC1=C(C(=CC=C1)F)S(=O)(=O)N1CCN(CC1)C(\C=C\C1=CC(=C(C=C1)O)OC)=O